CC1=C(OC2=CC=C(C=C2)C2=CC=C(C=C2)OC2=C(C=C(C=C2)N)C)C=CC(=C1)N bis(2-methyl-4-aminophenoxy)biphenyl